C(CN1C(=NC2=C1C=CC(=C2OC)C(N)=O)C2=C(C(=O)O)C=CC(=C2)Cl)N2C(=NC1=C2C=CC(=C1OC)C(N)=O)C1=C(C(=O)O)C=CC(=C1)Cl 7-2,2'-(ethane-1,2-diylbis(5-carbamoyl-4-methoxy-1H-benzo[d]imidazole-1,2-diyl))bis(4-chlorobenzoic acid)